[Cl-].COC(=O)C=1C=C(C=C2CCCCC12)OC[C@H](C)[NH3+] [(1S)-2-(8-methoxycarbonyltetralin-6-yl)oxy-1-methyl-ethyl]ammonium chloride